FC1=C2C=CNC2=CC(=C1OC=1C=CC(=C(C1)C=1NC(=CN1)[C@]1(COC2=C1C=CC=C2CC(=O)O)C)F)F 2-[(3S)-3-[2-[5-[(4,6-difluoro-1H-indol-5-yl)oxy]-2-fluoro-phenyl]-1H-imidazol-5-yl]-3-methyl-2H-benzofuran-7-yl]acetic acid